NC1=CC=CC(=N1)S(=O)(=O)NC1=NC(=C(C=C1)C(F)(F)F)C1=C(C=C(C=C1)F)Cl 6-amino-N-(6-(2-chloro-4-fluorophenyl)-5-(trifluoromethyl)pyridin-2-yl)pyridine-2-sulfonamide